(R)-1-(2,6-bis(benzyloxy)pyridin-3-yl)-3-methyl-5-(3-methylpiperazin-1-yl)-1H-benzo[d]imidazol-2(3H)-one C(C1=CC=CC=C1)OC1=NC(=CC=C1N1C(N(C2=C1C=CC(=C2)N2C[C@H](NCC2)C)C)=O)OCC2=CC=CC=C2